3-[1-(2-amino-2-methyl-propionyl)-4-piperidinyl]-1-sulfamoyl-pyrrole-2-carboxylate NC(C(=O)N1CCC(CC1)C1=C(N(C=C1)S(N)(=O)=O)C(=O)[O-])(C)C